N-(1-(2-(3-(dimethylamino)azetidin-1-yl)-7-(8-ethynyl-7-fluoro-3-hydroxynaphthalen-1-yl)-8-fluoropyrido[4,3-d]pyrimidin-4-yl)azepan-3-yl)acrylamide CN(C1CN(C1)C=1N=C(C2=C(N1)C(=C(N=C2)C2=CC(=CC1=CC=C(C(=C21)C#C)F)O)F)N2CC(CCCC2)NC(C=C)=O)C